7-isopropyl-3H-pyrido[2,3-d]pyrimidin-4-one C(C)(C)C=1C=CC2=C(N=CNC2=O)N1